S(=O)(=O)(OCCC)OCC(F)F propyl (2,2-diFluoroethyl) sulfate